C(C)N(C(=O)C1=C(C=CC(=C1)F)C=1C=2N(C=C(C1)C1CN(C1)[C@H](CCCN1CCN(CC1)C1(COC1)C(=O)N(C)C)C(C)C)C(=NC2)C)C(C)C 3-{4-[(4R)-4-[3-(8-{2-[ethyl(isopropyl)carbamoyl]-4-fluorophenyl}-3-methylimidazo[1,5-a]pyridin-6-yl)azetidin-1-yl]-5-methylhexyl]piperazin-1-yl}-N,N-dimethyloxetane-3-carboxamide